(3S)-3-amino-4-(1H-indol-3-yl)butanoic acid N[C@H](CC(=O)O)CC1=CNC2=CC=CC=C12